C(C)OC1C=CC(O1)=O 5-ethoxy-2(5H)-furanone